N1(CCCC1)C(=O)OCC(CC)OC(=O)N1CCCC1 butane-1,2-diyl bis(pyrrolidine-1-carboxylate)